N-(6-methoxy-pyridin-3-yl)-acetamide COC1=CC=C(C=N1)NC(C)=O